OCCC1(CCN(CC1)C=1C=NC(=CC1)[N+](=O)[O-])O 4-(2-hydroxyethyl)-1-(6-nitropyridin-3-yl)piperidin-4-ol